C[SiH](OC(=O)OCC)C dimethyl-ethoxyformyloxysilane